butyl N-[(2S)-1-[(3S)-2-oxopyrrolidin-3-yl]but-3-yn-2-yl]carbamate O=C1NCC[C@H]1C[C@@H](C#C)NC(OCCCC)=O